(S)-5-hydroxy-decanoic acid O[C@H](CCCC(=O)O)CCCCC